CN(C1=C(C=C(C=N1)C=1C=2N(C(=NC1C1=CC=C(C#N)C=C1)N1CCC(CC1)N(C)C)C=CN2)F)C 4-{8-[6-(dimethylamino)-5-fluoropyridin-3-yl]-5-[4-(dimethylamino)piperidin-1-yl]imidazo[1,2-c]pyrimidin-7-yl}benzonitrile